C(N)(=O)C=1N=CC(=NC1NC1=CC=C(C=C1)S(=O)(=O)C)N1C[C@@H](CCC1)NC(OCCCCCOC=1C=C2C(N(C(C2=CC1)=O)C1C(NC(CC1)=O)=O)=O)=O 5-((2-(2,6-dioxopiperidin-3-yl)-1,3-dioxoisoindolin-5-yl)oxy)pentyl ((R)-1-(5-carbamoyl-6-((4-(methylsulfonyl)phenyl)amino)pyrazin-2-yl)piperidin-3-yl)carbamate